(4-(dimethylamino)piperidin-1-yl)(4-(5-(4-fluorophenyl)imidazo[2,1-b][1,3,4]thiadiazol-2-yl)phenyl)methanone CN(C1CCN(CC1)C(=O)C1=CC=C(C=C1)C1=NN2C(S1)=NC=C2C2=CC=C(C=C2)F)C